2-butyloctanoic acid 7-(3-hydroxy-2-(hydroxymethyl)propoxy)-7-oxoheptanoate OCC(COC(CCCCCC(=O)O)=O)CO.C(CCC)C(C(=O)O)CCCCCC